sodium butyl oleate C(CCCCCCC\C=C/CCCCCCCC)(=O)OCCCC.[Na]